6-oxo-4-(3-quinolyl)pyran O=C1C=C(C=CO1)C=1C=NC2=CC=CC=C2C1